4-oxa-1,7-heptanediboronic acid C(CCOCCCB(O)O)B(O)O